O=C1NC(CCC1N1C(C2=CC=CC(=C2C1)NCCCCCCCCCCC(=O)O)=O)=O 11-((2-(2,6-dioxopiperidin-3-yl)-1-oxoisoindolin-4-yl)amino)undecanoic acid